FC1(C2(CCO2)CCN(C1)C1=NC=CC(=N1)N)F 2-(5,5-difluoro-1-oxa-7-azaspiro[3.5]non-7-yl)pyrimidin-4-amine